CN1N=C(C=C1)C=1C=CC=NC1 5-(1-methyl-1H-pyrazol-3-yl)-pyridin